C(C)N1C(N(C(C12CCN(CC2)C(=O)OC(C)(C)C)=O)C2=NC(=NC=C2)C(F)(F)F)=O tert-butyl 1-ethyl-2,4-dioxo-3-[2-(trifluoromethyl)pyrimidin-4-yl]-1,3,8-triazaspiro[4.5]decane-8-carboxylate